C(C1=CC=CC=C1)NNC(N)=N 2-benzylhydrazine-1-carboximidamide